2-chloro-3-((1-((2,4-dimethyl-6-oxo-1,6-dihydropyrimidin-5-yl)methyl)-6-oxo-4-(1,1,2,2-tetrafluoroethyl)-1,6-dihydropyrimidin-5-yl)oxy)-5-methylbenzonitrile ClC1=C(C#N)C=C(C=C1OC1=C(N=CN(C1=O)CC1=C(N=C(NC1=O)C)C)C(C(F)F)(F)F)C